[1,3,5]Triazine-4-one N1=CNC(N=C1)=O